tert-Butyl 4-[6-tert-butoxy-4-[(3R)-3-methylmorpholin-4-yl]-2-pyridyl]-3-(trifluoromethyl)piperazine-1-carboxylate C(C)(C)(C)OC1=CC(=CC(=N1)N1C(CN(CC1)C(=O)OC(C)(C)C)C(F)(F)F)N1[C@@H](COCC1)C